CC1(C=2C=CC=C(C2C=2C=C3C(=CC12)C=CC=C3)B3OC(C(O3)(C)C)(C)C)C 2-(11,11-dimethyl-11H-benzo[b]fluorene-4-yl)-4,4,5,5-tetramethyl-1,3,2-dioxaborolane